FC=1C=C(C=CC1)C1=NOC(=N1)C(C)N 1-[3-(3-fluorophenyl)-1,2,4-oxadiazol-5-yl]ethanamine